CC=1C(=NC=CC1)OC1CCC(CC1)CCN1N=C(C(=C1)CCC(F)(F)F)C(=O)N1CCC(CC1)NC(C)=O N-(1-(1-(2-((1s,4s)-4-((3-Methylpyridin-2-yl)oxy)cyclohexyl)ethyl)-4-(3,3,3-trifluoropropyl)-1H-pyrazol-3-carbonyl)piperidin-4-yl)acetamid